C(C)C(CN(C1=NC=NC=N1)CC(CCCC)CC)CCCC 6-[bis(2-ethylhexyl)amino]-1,3,5-triazine